(3aR,11aS)-5-(2-(2-aminoethoxy)ethyl)-6-chloro-10-methyl-1-(6-methyl-4-(trifluoromethyl)pyridin-2-yl)-1,3a,4,5,10,11a-hexahydro-2H-benzo[b]pyrrolo[2,3-f][1,4]diazocine-2,11(3H)-dione NCCOCCN1C2=C(N(C([C@@H]3[C@@H](C1)CC(N3C3=NC(=CC(=C3)C(F)(F)F)C)=O)=O)C)C=CC=C2Cl